(1R,8S)-11-oxa-tricyclo[6.2.1.02,7]Undecane-2,4,6-triene-9-carboxylic acid [C@H]12C3=CC=CC=C3[C@H](C(C1)C(=O)O)O2